C(C1=CC=CC=C1)OCC(F)(F)C1CCN(CC1)C1=C2CCNC2=CC=C1 4-[4-(2-benzyloxy-1,1-difluoro-ethyl)-1-piperidinyl]indoline